5-(Methyl(4-nitrobenzyl)amino)-2-(pyridin-2-yl)-4,5,6,7-tetrahydro-2H-indazol-3-ol CN(C1CC2=C(N(N=C2CC1)C1=NC=CC=C1)O)CC1=CC=C(C=C1)[N+](=O)[O-]